(S)-2-ethyl-6-(5-methyl-6-morpholino-1H-benzo[d]imidazol-2-yl)-7-((1-(pyrimidin-2-yl)ethyl)amino)-2,4-dihydro-5H-pyrazolo[4,3-b]pyridin-5-one C(C)N1N=C2C(NC(C(=C2N[C@@H](C)C2=NC=CC=N2)C2=NC3=C(N2)C=C(C(=C3)C)N3CCOCC3)=O)=C1